1-(3-hydroxypropyl)pyrazole OCCCN1N=CC=C1